C(#N)C1=CC=C(CNC(=O)C=2C(N(C3=C(N=CC=C3C2)OCC2(CC2)S(N(C(CC)=O)C)(=O)=O)C)=O)C=C1 N-(4-cyanobenzyl)-1-methyl-8-((1-(N-methyl-N-propionylsulfamoyl)cyclopropyl)methoxy)-2-oxo-1,2-dihydro-1,7-naphthyridine-3-carboxamide